C(C)(C)(C)OC(=O)N1CC2=CC(=CC=C2CC1)COC1=C(C=C(C=C1)Cl)F 7-((4-chloro-2-fluorophenoxy)methyl)-3,4-dihydroisoquinoline-2(1H)-carboxylic acid tert-butyl ester